BrC=1SC(=CC1CP(OCC)(OCC)=O)Br Diethyl [(2,5-dibromo-3-thienyl)methyl]phosphonate